N-[(2S,3S)-1-(azetidine-1-carbonyl)-2-[([1,1'-biphenyl]-3-yl)methyl]pyrrolidin-3-yl]cyclopropanesulfonamide N1(CCC1)C(=O)N1[C@H]([C@H](CC1)NS(=O)(=O)C1CC1)CC=1C=C(C=CC1)C1=CC=CC=C1